C1(CC1)C1=CC(=NN1)NC1=NC(=NC2=CC=CC=C12)NC1=CC=C2C=NNC2=C1 N4-(5-cyclopropyl-1H-pyrazol-3-yl)-N2-(1H-indazol-6-yl)quinazoline-2,4-diamine